C(=O)C1(O)CC(O)(CC(O)(C1)C=O)C=O 1,3,5-Triformylphloroglucinol